CN1N=CC2=CC(=CC=C12)C(=O)NC1=CC2=C(C=N1)C=C(N2COCC[Si](C)(C)C)CN2[C@@H](CC2)C 1-Methyl-N-(2-[[(2R)-2-methylazetidin-1-yl]methyl]-1-[[2-(trimethylsilyl)ethoxy]methyl]pyrrolo[3,2-c]pyridin-6-yl)indazole-5-carboxamide